ClC=1C=NC(=C(C(=O)NC2CCC(CC2)CN2C(N(C3=C2C=CC=C3)C3=NC(=CC=C3)N(C)C)=O)C1)C(F)F 5-chloro-2-(difluoromethyl)-N-((1r,4r)-4-((3-(6-(dimethyl-amino)pyridin-2-yl)-2-oxo-2,3-dihydro-1H-benzo[d]imidazol-1-yl)methyl)cyclohexyl)nicotinamide